C(C)OC1=C(C=CC=C1)N (2-ethoxyphenyl)amine